C(#N)C=1C=C(C=CC1)C1=CC(=NC=C1)C1=NC(=NO1)C1N(CCC1)C#N 2-(5-(4-(3-Cyanophenyl)pyridin-2-yl)-1,2,4-oxadiazol-3-yl)pyrrolidine-1-carbonitrile